C(C)OC(CC=1OC(=NN1)N1CC=2N=C(N=CC2C1)NC1CC2=CC=CC=C2C1)=O 2-(5-(2-((2,3-dihydro-1H-inden-2-yl)amino)-5,7-dihydro-6H-pyrrolo[3,4-d]pyrimidin-6-yl)-1,3,4-oxadiazol-2-yl)acetic acid ethyl ester